2-amino-3-methylsulfonyl-benzyl phenylpropionate hydrochloride Cl.C1(=CC=CC=C1)C(C(=O)OCC1=C(C(=CC=C1)S(=O)(=O)C)N)C